BrC1=C(C=C(C=C1F)S(=O)(=O)N(C)CC1=CC=C(C=C1)OC)F 4-bromo-3,5-difluoro-N-(4-methoxybenzyl)-N-methylbenzenesulfonamide